C1(=C(C=CC(=C1)C)C)OP(=O)(OC1=C(C=CC(=C1)C)C)OC1=C(C=CC(=C1)C)C.CC1=NOC=C1C1=NC2=C(N1CC=1C=NC=CC1)C=CC=C2 3-methyl-4-[1-(pyridin-3-ylmethyl)benzoimidazol-2-yl]isoxazole tris(2,5-xylyl)phosphate